FC1=C2C(=NC=C1)NC=C2C=2SC=C(N2)C=2C=C(C=CC2)[C@@]2(CCN1C2=NC=C1)O (R)-7-(3-(2-(4-fluoro-1H-pyrrolo[2,3-b]pyridin-3-yl)thiazol-4-yl)phenyl)-6,7-dihydro-5H-pyrrolo[1,2-a]imidazol-7-ol